4,5-dihydro-3λ2-phenanthro[2,1-d]imidazole N1=C[N]C2=C1C=CC=1C=3C=CC=CC3CCC12